potassium galactarate O=C([C@H](O)[C@@H](O)[C@@H](O)[C@H](O)C(=O)[O-])[O-].[K+].[K+]